5-bromo-2-((1-methyl-1H-pyrazol-3-yl)methoxy)pyrimidine BrC=1C=NC(=NC1)OCC1=NN(C=C1)C